C1(=CC=CC=C1)CCO L-2-phenylethyl alcohol